4-acetonylphenol C(C(=O)C)C1=CC=C(C=C1)O